6-(((3R,5R)-1-ethyl-5-fluoropiperidin-3-yl)amino)-3-(4-hydroxybenzo[b]thiophen-5-yl)-4-methyl-1,2,4-triazine-5(4H)-one C(C)N1C[C@@H](C[C@H](C1)F)NC=1C(N(C(=NN1)C1=C(C2=C(SC=C2)C=C1)O)C)=O